Cl.BrC1=CC2=C(NC(OC23CCNCC3)=O)N=C1 6'-bromospiro[piperidine-4,4'-pyrido[2,3-d][1,3]oxazin]-2'(1'H)-one hydrochloride salt